3-(tert-butoxy)-3-oxoprop-1-en-1-yl-ammonium tert-butyl-(2-allylpyridin-3-yl)carbamate C(C)(C)(C)N(C([O-])=O)C=1C(=NC=CC1)CC=C.C(C)(C)(C)OC(C=C[NH3+])=O